FC(OC1=CC=C(C=C1)N1C(C(=CC2=C1N=C(N=C2)S(=O)C)C=2C=CC1=C(N(C=N1)C)C2)=O)F 8-(4-(difluoromethoxy)phenyl)-6-(1-methyl-1H-benzo[d]imidazol-6-yl)-2-(methylsulfinyl)pyrido[2,3-d]pyrimidin-7(8H)-one